(R)-N-(2-ethynyl-thiazol-4-yl)-2-(hydroxymethyl)-4-(5-(3-(pyrrolidin-1-yl)phenyl)pyridin-2-yl)piperazine-1-carboxamide (2E,6Z)-2,6-nonadien-1-yl-laurate C(\C=C\CC\C=C/CC)OC(CCCCCCCCCCC)=O.C(#C)C=1SC=C(N1)NC(=O)N1[C@H](CN(CC1)C1=NC=C(C=C1)C1=CC(=CC=C1)N1CCCC1)CO